C(=O)C=1C(=NOC1C)NC(OC(C)(C)C)=O TERT-BUTYL (4-FORMYL-5-METHYLISOXAZOL-3-YL)CARBAMATE